3-nitrobenzoic acid ethyl ester hydrochloride Cl.C(C)OC(C1=CC(=CC=C1)[N+](=O)[O-])=O